ClC1=C(C=CC=C1)C(CC(=O)C1=C(C=CC=C1)Cl)=O 1,3-bis(2-chlorophenyl)propane-1,3-dione